FC1=CC(=C2C=C(NC2=C1)C(=O)N[C@H](C(=O)N[C@@H](CC=1C(=NC=CC1)O)C(C(=O)NC)=O)CC(C)C)OCCOC 6-fluoro-N-((S)-1-(((S)-1-(2-hydroxypyridin-3-yl)-4-(methylamino)-3,4-dioxobutan-2-yl)amino)-4-methyl-1-oxopentan-2-yl)-4-(2-methoxyethoxy)-1H-indole-2-carboxamide